5-isopropoxymethyl-7-oxo-bicyclo[2.2.1]Hept-2-ene C(C)(C)OCC1C2C=CC(C1)C2=O